FC1=C(C#N)C=C(C(=C1)NC1=NC=C2N(C(N(C2=N1)C1CCOCC1)=O)C)C 2-fluoro-5-methyl-4-((7-methyl-8-oxo-9-(tetrahydro-2H-pyran-4-yl)-8,9-dihydro-7H-purin-2-yl)amino)benzonitrile